2-((2-Ethyl-4-((1R,4R)-5-methyl-2,5-diazabicyclo[2.2.1]heptan-2-yl)phenyl)amino)-4-((3-(2-oxo-1,3-oxazinan-3-yl)propyl)amino)pyrimidin-5-carbonitril C(C)C1=C(C=CC(=C1)N1[C@H]2CN([C@@H](C1)C2)C)NC2=NC=C(C(=N2)NCCCN2C(OCCC2)=O)C#N